NC(C)C=1C=C(C2=C(OCCO2)C1)N1CCNCC1 7-(1-aminoethyl)-5-(piperazin-1-yl)-2,3-dihydro-1,4-benzodioxine